5-Amino-6-methoxy-pyrimidin NC=1C=NC=NC1OC